C=C(C)C i-Butene